(S)-tert-butyl 4-(1-chloro-3-(5-(difluoromethyl)-1,3,4-thiadiazol-2-yl)-6-(N-(1-methylcyclopropyl)sulfamoyl)imidazo[1,5-a]pyridin-8-yl)-2-methylpiperazine-1-carboxylate ClC=1N=C(N2C1C(=CC(=C2)S(NC2(CC2)C)(=O)=O)N2C[C@@H](N(CC2)C(=O)OC(C)(C)C)C)C=2SC(=NN2)C(F)F